ethyl (2R,3S)-2-(4-(Cyclopentyl-amino)phenyl)-1-(2-fluoro-6-methylbenzoyl)piperidine-3-carboxylate C1(CCCC1)NC1=CC=C(C=C1)[C@@H]1N(CCC[C@@H]1C(=O)OCC)C(C1=C(C=CC=C1C)F)=O